water titanium-ruthenium-manganese [Mn].[Ru].[Ti].O